N-{5-(piperazin-1-ylmethyl)pyridin-2-yl}pyrimidin-2-amine N1(CCNCC1)CC=1C=CC(=NC1)NC1=NC=CC=N1